C(C)NCC1=C(C=C(C=C1)OCCCCCCCCCCCO[Si](C1=CC=CC=C1)(C1=CC=CC=C1)C(C)(C)C)OCCCCCCCCCCCO[Si](C1=CC=CC=C1)(C1=CC=CC=C1)C(C)(C)C N-ethyl-2,4-di(11'-t-butyldiphenylsilyloxyundecyloxy)benzylamine